2-(4-(4-isopropyl-3-methyl-5-(8-methyl-[1,2,4]triazolo[1,5-a]pyridin-6-yl)-6H-thieno[2,3-b]pyrrol-2-yl)piperidin-1-yl)acetamide C(C)(C)C=1C2=C(NC1C=1C=C(C=3N(C1)N=CN3)C)SC(=C2C)C2CCN(CC2)CC(=O)N